2-(cyclobutylmethyl)-5-(3-methylimidazo[1,2-b]pyridazin-6-yl)-7H-pyrrolo[2,3-d]pyrimidine C1(CCC1)CC=1N=CC2=C(N1)NC=C2C=2C=CC=1N(N2)C(=CN1)C